2-(6-chloro-3-pyridinyl)-2-methyl-propionitrile ClC1=CC=C(C=N1)C(C#N)(C)C